methyl 2-(1-{2-formyl-3-[(4-methoxyphenyl)methoxy]phenyl}pyrazol-3-yl)pyridine-4-carboxylate C(=O)C1=C(C=CC=C1OCC1=CC=C(C=C1)OC)N1N=C(C=C1)C1=NC=CC(=C1)C(=O)OC